1-(4-(3-(1H-imidazol-1-yl)propyl)thiazol-2-yl)-3-(1H-pyrrolo[3,2-b]pyridin-5-yl)urea N1(C=NC=C1)CCCC=1N=C(SC1)NC(=O)NC1=CC=C2C(=N1)C=CN2